2-amino-1-(3-boronopropyl)-4-fluoro-5-hydroxyoctahydropentalene-2-carboxylate NC1(C(C2CC(C(C2C1)F)O)CCCB(O)O)C(=O)[O-]